6-[1-(isopentyloxy)-4-methyl-3-pentenyl]-5,8-dimethoxy-1,4-naphthalenedione dioxime C(CC(C)C)OC(CC=C(C)C)C=1C(=C2C(C=CC(C2=C(C1)OC)=NO)=NO)OC